Acetic acid (S)-1-(tert-butylamino-methyl)-2-(4-morpholin-4-yl-[1,2,5]thiadiazol-3-yloxy)-ethyl ester C(C)(C)(C)NC[C@@H](COC1=NSN=C1N1CCOCC1)OC(C)=O